CS(=O)(=O)C1OC1 2-(methylsulfonyl)-oxirane